P(F)(F)(Cl)(Cl)Cl Phosphorus trichloride difluoride